C1C(CC12CCNCC2)N2C=NC1=CC=C(C=C1C2=O)OC=2C(=C(C=CC2F)C2N(CCOC2)S(=O)(=O)N)C#N [3-[3-(7-azaspiro[3.5]nonan-2-yl)-4-oxo-quinazolin-6-yl]oxy-2-cyano-4-fluoro-phenyl]morpholine-4-sulfonamide